S(OC1=CC=CC=C1)(O)(=O)=O phenyl bisulphate